C(C)(C)(C)OC(=O)NCC1=C(C=CC=C1)B(O)O 2-{[(tert-butoxycarbonyl)amino]methyl}phenylboronic acid